BrC=1C=C(C=C(C1O)Br)C(=O)C1=C(N(C=2C1=NC=CC2)C)CC (3,5-dibromo-4-hydroxyphenyl)(2-ethyl-1-methyl-1H-pyrrolo[3,2-b]pyridin-3-yl)methanone